2-Amino-N-(1-[8-chloro-5-(2,2-dimethyl-1,1-dioxidothiomorpholin-4-yl)imidazo[1,5-a]pyridin-6-yl]ethyl)pyrazolo[1,5-a]pyrimidine-3-carboxamide trifluoroacetate salt FC(C(=O)O)(F)F.NC1=NN2C(N=CC=C2)=C1C(=O)NC(C)C=1C=C(C=2N(C1N1CC(S(CC1)(=O)=O)(C)C)C=NC2)Cl